4-[4-hydroxycyclohexyl]-1H-indazole-7-carboxamide OC1CCC(CC1)C1=C2C=NNC2=C(C=C1)C(=O)N